FC=1C(=C2CCCC2=C(C1)CC1=CC(=C(C=C1)O)C(C)C)OCC(=O)OCC ethyl 2-((5-fluoro-7-(4-hydroxy-3-isopropylbenzyl)-2,3-dihydro-1H-inden-4-yl)oxy)acetate